2-[2-(1-cyclopropylpyrazol-4-yl)-5-ethylsulfonyl-1-methyl-imidazol-4-yl]-6-(trifluoromethoxy)isoindolin-1-one C1(CC1)N1N=CC(=C1)C=1N(C(=C(N1)N1C(C2=CC(=CC=C2C1)OC(F)(F)F)=O)S(=O)(=O)CC)C